3-methylcrotonyl-coenzyme A CC(=CC(=O)SCCNC(CCNC([C@@H](C(COP(OP(OC[C@@H]1[C@H]([C@H]([C@@H](O1)N1C=NC=2C(N)=NC=NC12)O)OP(=O)(O)O)(=O)O)(=O)O)(C)C)O)=O)=O)C